CN1CCN(CC1)C1CCN(CC1)C1=C(C=C(C(=C1)OC1COC1)[N+](=O)[O-])C=C 1-methyl-4-(1-(4-nitro-5-(oxetan-3-yloxy)-2-vinylphenyl)piperidin-4-yl)piperazine